O=C1NC(CCC1N1C(N(C2=C1C=CC(=C2)N2CCN(CC2)C(=O)OC(C)(C)C)C)=O)=O tert-butyl 4-(1-(2,6-dioxopiperidin-3-yl)-3-methyl-2-oxo-2,3-dihydro-1H-benzo[d]imidazol-5-yl)piperazine-1-carboxylate